N-{1-[5-(3,5-dichlorobenzene-1-carbonyl)-5,6,7,8-tetrahydro-1,5-naphthyridin-2-yl]ethyl}-4-fluorobenzamide ClC=1C=C(C=C(C1)Cl)C(=O)N1C=2C=CC(=NC2CCC1)C(C)NC(C1=CC=C(C=C1)F)=O